N-(3-fluoro-5-(1-methyl-1H-pyrazol-4-yl)benzyl)-8-(pyrrolidin-3-yl)-7H-purine-6-carboxamide hydrochloride Cl.FC=1C=C(CNC(=O)C2=C3NC(=NC3=NC=N2)C2CNCC2)C=C(C1)C=1C=NN(C1)C